(RS)-(4-Pyrrolidin-3-yl-phenyl)-carbamic acid 2-(3,4-dichloro-phenyl)-ethylester ClC=1C=C(C=CC1Cl)CCOC(NC1=CC=C(C=C1)[C@@H]1CNCC1)=O |r|